3-((3-bromophenyl)(4-methyl-4H-1,2,4-triazol-3-yl)methyl)cyclobutanone BrC=1C=C(C=CC1)C(C1CC(C1)=O)C1=NN=CN1C